7-((3,4-Difluoro-benzyl)oxy)-2-(methyl-sulfonyl)-3,4,11,11a-tetrahydro-1H-pyrazino[1',2':3,4]imidazo[1,2-c]pyrimidin FC=1C=C(COC2=CC3N(C=N2)CC2N3CCN(C2)S(=O)(=O)C)C=CC1F